N[C@@H](CC1=CNC=N1)C(=O)O.C(C)(=O)O acetic acid-histidine salt